2,2'-propylene-bis(2-oxazoline) C(C(C)C=1OCCN1)C=1OCCN1